7-bromo-5-(bromomethyl)-4-methoxybenzofuran BrC1=CC(=C(C=2C=COC21)OC)CBr